OC1=C(C=C(C(=C1)O)C(C)C)C=1NC(=NN1)C(=O)N 5-(2,4-dihydroxy-5-isopropylphenyl)-4H-1,2,4-triazole-3-carboxamide